2-(3-oxo-3-(4-(5-(trifluoromethyl)pyrimidin-2-yl)piperazin-1-yl)propylpyrrolidin-1-yl)-4-(trifluoromethyl)pyridazin-3(2H)-one O=C(CCC1N(CCC1)N1N=CC=C(C1=O)C(F)(F)F)N1CCN(CC1)C1=NC=C(C=N1)C(F)(F)F